FC1=C(C(=CC=C1C(F)(F)F)OC)B(O)O (2-fluoro-6-methoxy-3-(trifluoromethyl)phenyl)boronic acid